O1[C@H](COCC1)COC1=NN=C(S1)NC(=O)C=1C=NC(=CC1C1=C(C(=NC=C1OC)Cl)F)C N-(5-(((R)-1,4-dioxan-2-yl)methoxy)-1,3,4-thiadiazol-2-yl)-2'-chloro-3'-fluoro-5'-methoxy-6-methyl-(4,4'-bipyridyl)-3-carboxamide